tert-butyl 3-(2-(3-(((S)-2-(4-(tert-butoxy)-4-oxobutanamido)-4-phenylbutanamido)methyl)-4-methylphenoxy)ethyl)piperidine-1-carboxylate C(C)(C)(C)OC(CCC(=O)N[C@H](C(=O)NCC=1C=C(OCCC2CN(CCC2)C(=O)OC(C)(C)C)C=CC1C)CCC1=CC=CC=C1)=O